[N+](=O)([O-])C1=CC=C(C=C1)N1CCC(CC1)C(C)O (1-(4-nitrophenyl)piperidin-4-yl)ethanol